1-(2-hydroxybutyl)-3-(2-methyl-3-(o-tolyl)quinolin-6-yl)urea OC(CNC(=O)NC=1C=C2C=C(C(=NC2=CC1)C)C1=C(C=CC=C1)C)CC